C(C)(=O)C1(C2=NCN([C@H]3[C@H](O)[C@H](O)[C@@H](CO)O3)C2=NC=N1)N 6-acetyladenosine